BrC1=CC=C2NC(C(N(C2=C1F)CC1=CC=C(C=C1)OC)=O)=O 7-bromo-8-fluoro-1-[(4-methoxyphenyl)methyl]-4H-quinoxaline-2,3-dione